OC=1C=C(C=CC1O)\C=C/C(=O)C1=C(C=CC=C1)O (Z)-3-(3,4-Dihydroxyphenyl)-1-(2-hydroxyphenyl)prop-2-en-1-one